ClC=1C=2N(C=CC1SC=1N=C(C(=NC1C)N1CCC3([C@@H]([C@@H](OC3)C)NC(OC(C)(C)C)=O)CC1)CO)C=C(N2)C2=NC(=CC=C2)Cl tert-butyl ((3S,4S)-8-(5-((8-chloro-2-(6-chloropyridin-2-yl)imidazo[1,2-a]pyridin-7-yl)thio)-3-(hydroxymethyl)-6-methylpyrazin-2-yl)-3-methyl-2-oxa-8-azaspiro[4.5]decan-4-yl)carbamate